5-((3-((tert-Butoxycarbonyl)amino)-3-methylbutyl)amino)benzo[c][2,6]naphthyridine-8-carboxylic acid C(C)(C)(C)OC(=O)NC(CCNC1=NC2=C(C3=CN=CC=C13)C=CC(=C2)C(=O)O)(C)C